C(#N)N1C2CCC(C1)[C@H]2NC(=O)C=2SC(=CN2)C2=C(C=NC=C2)OC2=CC=CC=C2 N-((7R)-2-Cyano-2-azabicyclo[2.2.1]heptan-7-yl)-5-(3-phenoxypyridin-4-yl)thiazol-2-carboxamid